CC=1N=C(SC1C=1C=C2C(NC(C2=CC1)=O)(C(F)(F)F)C)NC(=O)N1[C@@H](CCC1)C(=O)N (S)-N1-(4-methyl-5-(3-methyl-1-oxo-3-(trifluoromethyl)isoindol-5-yl)thiazol-2-yl)pyrrolidine-1,2-dicarboxamide